3',5,7-trihydroxy-3,4'-dimethoxyflavone OC=1C=C(C=2OC3=CC(=CC(=C3C(C2OC)=O)O)O)C=CC1OC